1-methyl-4-(4,4,5,5-tetramethyl-1,3,2-dioxaborol-2-yl)pyrazole CN1N=CC(=C1)B1OC(C(O1)(C)C)(C)C